N1(C[C@H](CCC1)C(=O)OCC)C(=O)OC(C)(C)C 1-(tert-butyl) 3-ethyl (S)-piperidine-1,3-dicarboxylate